2-[(3,4-dichlorophenyl)-(1,1-dioxothietan-3-yl)oxymethyl]-5-methyl-1H-imidazole-4-sulfonamide ClC=1C=C(C=CC1Cl)C(C=1NC(=C(N1)S(=O)(=O)N)C)OC1CS(C1)(=O)=O